3-(4-(1,4-dioxa-8-azaspiro[4.5]decan-8-yl)phenyl)-5-(2-fluoro-6-methoxyphenyl)-1H-pyrazolo[4,3-c]pyridazin-6(5H)-one O1CCOC12CCN(CC2)C2=CC=C(C=C2)C2=NNC=1C2=NN(C(C1)=O)C1=C(C=CC=C1OC)F